2-vinyl-Nicotinnitrile C(=C)C1=C(C#N)C=CC=N1